N1=CC=C(C=C1)C=1C(=C(C(=C(C1N1C2=C(C3=CC=CC=C13)C=CN=C2)N2C1=C(C3=CC=CC=C23)C=CN=C1)C1=CC=NC=C1)N1C2=C(C3=CC=CC=C13)C=CN=C2)N2C1=C(C3=CC=CC=C23)C=CN=C1 9,9',9'',9'''-(3,6-di(pyridin-4-yl)benzene-1,2,4,5-tetrayl)tetrakis(9H-pyrido[3,4-b]indole)